(12S)-12-fluoro-8,14-dioxa-4,10,19,20,23-pentaazatetracyclo[13.5.2.12,6.018,21]tricosa-1(20),2(23),3,5,15,17,21-heptaen-9-one F[C@H]1CNC(OCC2=CN=CC(C3=NNC4=CC=C(OC1)C=C34)=N2)=O